[Bi](O)(O)O.[Ni] nickel-bismuth hydroxide